CC(C(=O)N1CC(C1)N1N=C(C=2C1=NC=CC2)C2=CC=C(C=C2)C(F)(F)F)=C 2-methyl-1-(3-(3-(4-(trifluoromethyl)phenyl)-1H-pyrazolo[3,4-b]pyridin-1-yl)azetidin-1-yl)prop-2-en-1-one